FC1=CC=C(C=C1)C(CNC=1N=CC2=C(N1)CCN(C2)S(=O)(=O)C)(C)C 2-{[2-(4-fluorophenyl)-2-methylpropyl]amino}-6-(methylsulfonyl)-5,6,7,8-tetrahydropyridino[4,3-d]pyrimidine